C(C1=CC=CC=C1)OC(=O)N(C1C(CN(C1)C(=O)OC(C)(C)C)(F)F)C tert-butyl 4-(((benzyloxy)carbonyl)(methyl)amino)-3,3-difluoropyrrolidine-1-carboxylate